C1(CCCCC1)C(C)NS(=O)(=O)C=1C=C2CCC(C2=CC1)NC(C1=CC=CC=C1)=O N-(5-(N-(1-cyclohexylethyl)sulfamoyl)-2,3-dihydro-1H-inden-1-yl)benzamide